ethyl 2-(4-chloro-2-fluorophenyl)acetate ClC1=CC(=C(C=C1)CC(=O)OCC)F